BrC=1C(=C(SC1)C(C)=O)F 1-(4-bromo-3-fluoro-2-thienyl)ethanone